4-[1-(2,6-dibenzyloxy-3-pyridinyl)-3-methyl-2-oxo-benzoimidazol-4-yl]-3,6-dihydro-2H-pyridine-1-carboxylic acid tert-butyl ester C(C)(C)(C)OC(=O)N1CCC(=CC1)C1=CC=CC=2N(C(N(C21)C)=O)C=2C(=NC(=CC2)OCC2=CC=CC=C2)OCC2=CC=CC=C2